CC1=NNC=C1C=1N=C(C2=C(N1)C=NC=C2)N2CCC1(CCN(C1)[C@@H]1[C@H](CCC1)O)CC2 (1S,2S)-2-(8-(2-(3-methyl-1H-pyrazol-4-yl)pyrido[3,4-d]pyrimidin-4-yl)-2,8-diazaspiro[4.5]decan-2-yl)cyclopentan-1-ol